C(C)OC(CCC(=O)N1CC2=NC(=C(C=C2C1)OC)OCCCOC1=C(C=C2C(=N1)C=C(S2)C(CCC(=O)OC)=O)OC)=O 4-(3-methoxy-2-(3-((6-methoxy-2-(4-methoxy-4-oxobutanoyl)thieno[3,2-b]pyridin-5-yl)oxy)propoxy)-5,7-dihydro-6H-pyrrolo[3,4-b]pyridin-6-yl)-4-oxobutanoic acid ethyl ester